[Si](C1=CC=CC=C1)(C1=CC=CC=C1)(C(C)(C)C)O[C@H]1C[C@@H](N(C1)C(=O)OC(C)(C)C)COC1=C(C(=CC(=C1)C)O)C(=O)OC tert-butyl (2R,4S)-4-((tert-butyldiphenylsilyl)oxy)-2-((3-hydroxy-2-(methoxycarbonyl)-5-methylphenoxy)methyl)pyrrolidine-1-Carboxylate